N-(4-(3-(2-((1r,4r)-4-aminocyclohexylamino)pyrimidin-4-yl)pyridin-2-yloxy)-2-fluorophenyl)-2,2,2-trifluoroethanesulfonamide NC1CCC(CC1)NC1=NC=CC(=N1)C=1C(=NC=CC1)OC1=CC(=C(C=C1)NS(=O)(=O)CC(F)(F)F)F